tert-butyl 4-{[(benzyloxy) carbonyl]({[methyl({[6-(trifluoromethoxy)-1,3-benzothiazol-2-yl]carbamoyl} methyl)carbamoyl]methyl})amino}-4-methylpiperidine-1-carboxylate C(C1=CC=CC=C1)OC(=O)N(C1(CCN(CC1)C(=O)OC(C)(C)C)C)CC(N(CC(NC=1SC2=C(N1)C=CC(=C2)OC(F)(F)F)=O)C)=O